(-)-2,3-bis(tert-butylmethylphosphino)quinoxaline C(C)(C)(C)P(C1=NC2=CC=CC=C2N=C1P(C)C(C)(C)C)C